CO[Si](C1C2C=CC(C1)C2)(OCC)OCC 5-(methoxy-diethoxysilyl)-2-norbornene